6-methyl-4-(1-methyl-5-(3-((methylthio)methyl)phenyl)-2-oxo-1,2-dihydropyridin-4-yl)-1-tosyl-2-(1-(trifluoromethyl)-1H-pyrazol-4-yl)-1,6-dihydro-7H-pyrrolo[2,3-c]pyridin-7-one CN1C(C2=C(C(=C1)C1=CC(N(C=C1C1=CC(=CC=C1)CSC)C)=O)C=C(N2S(=O)(=O)C2=CC=C(C)C=C2)C=2C=NN(C2)C(F)(F)F)=O